ClC1=CC(=C(C=C1S)N1C(N(C(=C(C1=O)CC)C(F)(F)F)C)=O)F 3-(4-chloro-2-fluoro-5-sulfanylphenyl)-5-ethyl-1-methyl-6-(trifluoromethyl)pyrimidine-2,4(1H,3H)-dione